methyl 3-amino-5-bromo-pyridine-2-carboxylate NC=1C(=NC=C(C1)Br)C(=O)OC